BrCCCCCCCC(=O)NCCCCCC(=O)OCC(CCCCCCCC)CCCCCC 2-hexyldecyl 6-(8-bromooctanamido)hexanoate